N-((1-(4,4-difluorocyclohexyl)-1,2,3,4-tetrahydroquinolin-3-yl)methyl)acrylamide FC1(CCC(CC1)N1CC(CC2=CC=CC=C12)CNC(C=C)=O)F